C1(CCC1)C1=CC(=C(C=C1F)N1C(C=CC2=CC(=CC=C12)S(=O)(=O)NC=1N=NC=CC1)=O)OC 1-(4-cyclobutyl-5-fluoro-2-methoxyphenyl)-2-oxo-N-(pyridazin-3-yl)-1,2-dihydroquinoline-6-sulfonamide